N(=C=O)CC1SC(SC1CN=C=O)C 4,5-diisocyanatomethyl-2-methyl-1,3-dithiolane